[6-(trifluoromethyl)-2-pyridinyl]cyclopropanecarbonitrile FC(C1=CC=CC(=N1)C1(CC1)C#N)(F)F